(S)-N-(4-(4-amino-1-methyl-7-(1-(tetrahydro-2H-pyran-4-yl)-1H-pyrazol-4-yl)-1H-pyrazolo[4,3-c]pyridin-3-yl)-2-(1-(4-fluorophenyl)ethoxy)phenyl)-1,1-difluoromethanesulfonamide NC1=NC=C(C2=C1C(=NN2C)C2=CC(=C(C=C2)NS(=O)(=O)C(F)F)O[C@@H](C)C2=CC=C(C=C2)F)C=2C=NN(C2)C2CCOCC2